1H-imidazo[4,5-b]Pyridin-6-amine N1C=NC2=NC=C(C=C21)N